(4,5-dihydro-isoxazol-3-yl)-2-methyl-4-(methylthio)benzoic acid ethyl ester C(C)OC(C1=C(C(=C(C=C1)SC)C1=NOCC1)C)=O